N-Methyl-6-phenyl-N-((tetrahydro-2H-pyran-4-yl)methyl)-7H-pyrrolo[2,3-d]pyrimidin-4-amine CN(C=1C2=C(N=CN1)NC(=C2)C2=CC=CC=C2)CC2CCOCC2